3-((3R,5R)-3,5-dimethylmorpholino)-4-(methoxycarbonyl)pyridine 1-oxide C[C@@H]1COC[C@H](N1C=1C=[N+](C=CC1C(=O)OC)[O-])C